2-amino-4-chloro-5-fluoro-benzoic acid NC1=C(C(=O)O)C=C(C(=C1)Cl)F